6-(7-(((3S)-3-hydroxy-1-piperidinyl)carbonyl)-2-quinoxalinyl)-2-methyl-1(2H)-isoquinolinone O[C@@H]1CN(CCC1)C(=O)C1=CC=C2N=CC(=NC2=C1)C=1C=C2C=CN(C(C2=CC1)=O)C